methyl-3-(3-(2H-benzotriazol-2-yl)-5-t-butyl hydroxyphenyl)propionate COC(CCC1=C(C(=CC(=C1)C(C)(C)C)N1N=C2C(=N1)C=CC=C2)O)=O